ClC1=C(C=CC=C1C)[C@H]1N(CC[C@H]1N1CCOCC1)C(CN1N=C(C=C1C(F)(F)F)C1CC1)=O 1-[(2R,3R)-2-(2-chloro-3-methyl-phenyl)-3-morpholino-pyrrolidin-1-yl]-2-[3-cyclopropyl-5-(trifluoromethyl)pyrazol-1-yl]ethanone